CC(CO)(CC)C 2,2-dimethylbutane-1-ol